CC(CCOCCCNCCCN1CCCC1)(C)C N-(3-(3,3-dimethylbut-1-yloxy)propyl)-3-(pyrrolidinyl)propan-1-amine